(1R,3S,4R)-2-[(2R)-2-(3-chloro-2-methyl-anilino)propanoyl]-N-[(1S)-1-cyano-2-[(3R)-2-oxo-3-piperidyl]ethyl]-5,5-difluoro-2-azabicyclo[2.2.2]octane-3-carboxamide ClC=1C(=C(N[C@@H](C(=O)N2[C@H]3CC([C@@H]([C@H]2C(=O)N[C@@H](C[C@@H]2C(NCCC2)=O)C#N)CC3)(F)F)C)C=CC1)C